C12C(CC(CC1)C2)NS(=O)(=O)C2=CC=C1C=3C=CC=CC3C(C1=C2)=NO 7-(N-(bicyclo[2.2.1]heptan-2-yl)sulfamoyl)-9-(hydroxyimino)-9H-fluorene